N1N=NN=C1C1=CC=C(C=C1)NC(CCCN1C(S\C(\C1=O)=C/C1=CC(=C(C=C1)OC)C)=O)=O (Z)-N-(4-(1H-tetrazol-5-yl)phenyl)-4-(5-(4-methoxy-3-methylbenzylidene)-2,4-dioxothiazolidin-3-yl)butanamide